p-phenoxyaniline C1=CC=C(C=C1)OC2=CC=C(C=C2)N